allyl imidazolyl selenone N1C(=NC=C1)[Se](=O)(=O)CC=C